3-((5-(5-(difluoromethyl)-1,3,4-oxadiazol-2-yl)pyridin-2-yl)methyl)-5,5-dimethyl-1-(3-(1,2,3,6-tetrahydropyridin-4-yl)phenyl)imidazolidine-2,4-dione FC(C1=NN=C(O1)C=1C=CC(=NC1)CN1C(N(C(C1=O)(C)C)C1=CC(=CC=C1)C=1CCNCC1)=O)F